1-Amino-3-azabicyclo[4.1.0]heptane-2,4-dione NC12C(NC(CC2C1)=O)=O